C1(=CC=CC=C1)N1C2=CC=CC=C2C=2C=C(C=CC12)C=1C=CC=2N(C3=CC=CC=C3C2C1)C1=CC=C(C=C1)C1=NC(=NC(=N1)C1=CC=CC=C1)C1=CC=CC=C1 2-{4-[3-(N-phenyl-9H-carbazol-3-yl)-9H-carbazol-9-yl]phenyl}-4,6-diphenyl-1,3,5-triazin